BrC1=CC(=C(O[C@H](C(=O)NC#N)C)C=C1F)C(CC)(F)F (S)-2-[4-bromo-2-(1,1-difluoropropyl)-5-fluorophenoxy]-1-(cyanoamino)-1-propanone